2-[(2R)-2-(hydroxymethyl)morpholin-4-yl]pyrimidin-5-ol OC[C@H]1CN(CCO1)C1=NC=C(C=N1)O